sodium 1H-pyrrole N1C=CC=C1.[Na]